OC(C(=O)C1=CC=C(C=C1)CC1=CC=C(C=C1)C(C(C)(C)O)=O)(C)C 2-hydroxy-1-{4-[4-(2-hydroxy-2-methyl-propionyl)benzyl]phenyl}-2-methyl-propan-1-ONE